(2S,4S)-1-(tert-butoxycarbonyl)-4-(1-(4-((5-chloro-3-fluoropyridin-2-yl)oxy)phenyl)-1H-tetrazol-5-yl)pyrrolidine-2-carboxylic acid C(C)(C)(C)OC(=O)N1[C@@H](C[C@@H](C1)C1=NN=NN1C1=CC=C(C=C1)OC1=NC=C(C=C1F)Cl)C(=O)O